(R)-5-(4-(azetidin-2-ylmethoxy)-1-methyl-1H-pyrazol-5-yl)-N-(5-(trifluoromethyl)pyrazin-2-yl)pyrazolo[1,5-a]pyridin-2-amine N1[C@H](CC1)COC=1C=NN(C1C1=CC=2N(C=C1)N=C(C2)NC2=NC=C(N=C2)C(F)(F)F)C